C(CCCC=C)[Si](O[SiH](C)C)(C)C 1-(hex-5-en-1-yl)-1,1,3,3-tetramethyldisiloxane